((2S,5R)-5-((1-Methylethyl)sulfonamido)tetrahydro-2H-pyran-2-yl)methyl 4-methylbenzenesulfonate CC1=CC=C(C=C1)S(=O)(=O)OC[C@H]1OC[C@@H](CC1)NS(=O)(=O)C(C)C